Cl.CN(C=1SC=2N=C(SC2N1)C1=NC=C(C=N1)C=1C=NNC1)[C@@H]1CNCCC1 N-Methyl-N-[(3S)-piperidin-3-yl]-5-[5-(1H-pyrazol-4-yl)pyrimidin-2-yl][1,3]thiazolo[5,4-d][1,3]thiazol-2-amin Hydrochlorid